tert-butyl 4-{5-[(1-{[4-(propan-2-yl)phenyl]carbamoyl}-D-prolyl)amino]pyridin-2-yl}benzoate CC(C)C1=CC=C(C=C1)NC(=O)N1[C@H](CCC1)C(=O)NC=1C=CC(=NC1)C1=CC=C(C(=O)OC(C)(C)C)C=C1